3-[(2-fluorophenyl)methyl]-4-[(4-fluorophenyl)methyl]-4,5-dihydro-1,2,4-oxadiazol-5-one FC1=C(C=CC=C1)CC1=NOC(N1CC1=CC=C(C=C1)F)=O